C(#N)[C@H](C[C@@H]1C(NCCC1)=O)NC(=O)[C@H]1N([C@@H]2CC([C@H]1CC2)(F)F)C([C@@H](CC(C)C)NC(C(F)(F)F)=O)=O (1S,3S,4S)-N-[(1S)-1-cyano-2-[(3R)-2-oxo-3-piperidyl]ethyl]-5,5-difluoro-2-[(2R)-4-methyl-2-[(2,2,2-trifluoroacetyl)amino]pentanoyl]-2-azabicyclo[2.2.2]octane-3-carboxamide